C(C)(C)(C)OC(=O)N1[C@@H](C2(CC2)CC1)[C@@H](C(=O)N1C(OC[C@H]1CC1=CC=CC=C1)=O)C1=CC=C(C=C1)Cl (R)-4-((S)-2-((R)-4-benzyl-2-oxooxazolidin-3-yl)-1-(4-chlorophenyl)-2-oxoethyl)-5-azaspiro[2.4]heptane-5-carboxylic acid tert-butyl ester